dimethyl-3-oxo-4H-benz[1,4]oxazin CN1C(C(OC2=C1C=CC=C2)C)=O